C(#N)C=1C=C(C=NC1N1N=CC=N1)NC(=O)C=1C=NN(C1C(F)(F)F)C1=C2CCCN(C2=CC=C1)C N-(5-cyano-6-(2H-1,2,3-triazol-2-yl)pyridin-3-yl)-1-(1-methyl-1,2,3,4-tetrahydroquinolin-5-yl)-5-(trifluoromethyl)-1H-pyrazole-4-carboxamide